tert-butyl 3-(5-[(5-chlorothiophen-2-yl)methyl]amino-1-(3-hydroxy-2,2-dimethylpropanoyl)-1H-pyrazol-3-yl)piperidine-1-carboxylate ClC1=CC=C(S1)CNC1=CC(=NN1C(C(CO)(C)C)=O)C1CN(CCC1)C(=O)OC(C)(C)C